C(C)(C)N1N=CN=C1 isopropyl-2H-1,2,4-triazole